thiazol-5-carboxylate S1C=NC=C1C(=O)[O-]